CN(C)[Si](C1=CC=C(C=C1)C=C)(N(C)C)N(C)C tris(dimethylamino)-4-vinylphenylsilane